5-methyl-1-pyrrolidin-3-yl-2,3-dihydro-1H-pyrrolo[2,3-b]pyridine CC=1C=C2C(=NC1)N(CC2)C2CNCC2